3-fluoro-N-[(4-methoxypyridin-3-yl)methyl]-4-(trifluoromethyl)benzamide FC=1C=C(C(=O)NCC=2C=NC=CC2OC)C=CC1C(F)(F)F